CC=1C=C(C=CC1OC1=CC=2N(C=C1)N=CN2)NC=2C1=C(N=CN2)C=CC(=N1)N1C2CN(CC1C2)C(C=C)=O 1-(6-{4-[(3-methyl-4-{[1,2,4]triazolo[1,5-a]pyridin-7-yloxy}phenyl)amino]pyrido[3,2-d]pyrimidin-6-yl}-3,6-diazabicyclo[3.1.1]heptan-3-yl)prop-2-en-1-one